ClC=1C=NC=C(C1[C@@H](C)OC=1C=C2C(=NNC2=CC1)C=1C=C(C(=C(C(=O)N)C1)OC)C)Cl (R)-5-(5-(1-(3,5-dichloropyridin-4-yl)ethoxy)-1H-indazol-3-yl)-2-methoxy-3-methylbenzamide